benzo[b]selenophene [Se]1C2=C(C=C1)C=CC=C2